1-tert-butyl-4-[(2,4,6-trimethylphenyl)methyl]-1H-pyrazole C(C)(C)(C)N1N=CC(=C1)CC1=C(C=C(C=C1C)C)C